CN1C(=NN=C1)C[C@@H](C)C=1C=C(C=CC1)C1=NNC=2C1=NC=CC2N2CCC(CC2)O (R)-1-(3-(3-(1-(4-methyl-4H-1,2,4-triazol-3-yl)propan-2-yl)phenyl)-1H-pyrazolo[4,3-b]Pyridin-7-yl)piperidin-4-ol